ClCC1CC=2C=C(C=C3C(C(=C(N1C23)CN2C(C3=C(C=C2)[C@@](C(OC3)=O)(O)CC)=O)I)=C=O)F (4S)-7-((2-(chloromethyl)-8-fluoro-5-iodo-6-carbonyl-1,2-dihydro-6H-pyrrolo[3,2,1-ij]quinolin-4-yl)methyl)-4-ethyl-4-hydroxy-1,7-dihydro-3H-pyrano[3,4-c]pyridine-3,8(4H)-dione